1-(cyclopropylsulfonyl)-N-(3-(methylsulfonamido)phenyl)azetidine-3-carboxamide C1(CC1)S(=O)(=O)N1CC(C1)C(=O)NC1=CC(=CC=C1)NS(=O)(=O)C